2-[(2Z)-2-(aminomethyl)-3-fluoroprop-2-en-1-yl]-4-(5-[4-(morpholin-4-ylcarbonyl)phenyl]thiophen-2-ylmethyl)-2,4-dihydro-3H-1,2,4-triazol-3-one hydrochloride Cl.NC/C(/CN1N=CN(C1=O)CC=1SC(=CC1)C1=CC=C(C=C1)C(=O)N1CCOCC1)=C/F